(6-((1,5-dimethyl-1H-indazol-6-yl)methyl)-2-azaspiro[3.3]hept-2-yl)((1s,3s)-3-hydroxy-3-methylcyclobutyl)methanone CN1N=CC2=CC(=C(C=C12)CC1CC2(CN(C2)C(=O)C2CC(C2)(C)O)C1)C